diisopropylammonium tetrazolium salt [NH+]=1NN=NC1.C(C)(C)[NH2+]C(C)C